NC1=CC(=C2NC(CCCCC(C(C3=NN=C(C1=N2)O3)O)F)(C)C)C(F)(F)F 17-amino-7-fluoro-12,12-dimethyl-15-(trifluoromethyl)-19-oxa-3,4,13,18-tetrazatricyclo[12.3.1.12,5]nonadeca-1(18),2,4,14,16-pentaen-6-ol